9-(2-dimethylaminoethyloxy)-1-methyl-4-(tetrahydrofuran-2-ylmethoxy)-6,7-dihydrobenzo[a]quinolizin-2-one CN(CCOC1=CC2=C(C3=C(C(C=C(N3CC2)OCC2OCCC2)=O)C)C=C1)C